(S)-2-(2-(2-methoxyphenyl)pyrrolidin-1-yl)-7-azaspiro[3.5]nonane COC1=C(C=CC=C1)[C@H]1N(CCC1)C1CC2(C1)CCNCC2